(S)-N-(7-Bromo-5-methyl-4-oxo-2,3,4,5-tetrahydrobenzo[b][1,4]oxazepin-3-yl)-4-(2,4-difluorobenzyl)-1H-pyrazole-1-carboxamide BrC1=CC2=C(OC[C@@H](C(N2C)=O)NC(=O)N2N=CC(=C2)CC2=C(C=C(C=C2)F)F)C=C1